ClC1=NC(=CC(=C1)C1=C(N=C(S1)NC(=O)N1CCC(CC1)(C)C#N)C1=CC(=CC=C1)C#N)C N-[5-(2-chloro-6-methyl-4-pyridinyl)-4-(3-cyanophenyl)thiazol-2-yl]-4-cyano-4-methyl-piperidine-1-carboxamide